ethoxy-2-nitrobenzene C(C)OC1=C(C=CC=C1)[N+](=O)[O-]